C(=O)C=1SC2=C(N1)CN(C2)C(=O)OC(C)(C)C tert-butyl 2-formyl-4,6-dihydro-5H-pyrrolo[3,4-d]thiazole-5-carboxylate